1,2-dilinoleoyloxy-3-(N-methylpiperazino)propane C(CCCCCCC\C=C/C\C=C/CCCCC)(=O)OCC(CN1CCN(CC1)C)OC(CCCCCCC\C=C/C\C=C/CCCCC)=O